6-(2,6-dichloro-3,5-dimethoxyphenyl)-3-(5-fluoro-2-nitrophenyl)-4,5,6,7-tetrahydro-1H-indazole ClC1=C(C(=C(C=C1OC)OC)Cl)C1CCC=2C(=NNC2C1)C1=C(C=CC(=C1)F)[N+](=O)[O-]